FC(S(=O)([O-])=N)(F)F.C(CCC)[N+](CCCC)(CCCC)CCCC.C(CCC)[N+](CCCC)(CCCC)CCCC.FC(S(=O)([O-])=N)(F)F bis-tetra-n-butylammonium trifluoromethanesulfonimidate